1-allyl-oxy-2-hydroxypropanesulfonic acid C(C=C)OC(C(C)O)S(=O)(=O)O